4-(1-hydroxyethyl)pyridine OC(C)C1=CC=NC=C1